4-(((3R,4S)-4-((4-chloro-phenyl)sulfonyl)-3-hydroxy-3-(hydroxymethyl)pyrrolidin-1-yl)sulfonyl)-3-methylbenzonitrile ClC1=CC=C(C=C1)S(=O)(=O)[C@@H]1[C@@](CN(C1)S(=O)(=O)C1=C(C=C(C#N)C=C1)C)(CO)O